CC12C3NNCC3NC(C(CCCCC(NCC1)C2)C)=O Methyl-9-methyl-8-oxo-3,4,7,15-tetraazatricyclo[12.3.1.02,6]Octadecan